ClC1=C2CCN([C@@H](C2=C(C=C1)OCC1=NOC2=C1CCCC2)CN2C(CCC2)=O)C(=O)[C@H]2[C@H](CCCC2)C (1S,2R)-2-((S)-5-Chloro-1-((2-oxopyrrolidin-1-yl)methyl)-8-((4,5,6,7-tetrahydrobenzo[d]isoxazol-3-yl)methoxy)-1,2,3,4-tetrahydroisochinolin-2-carbonyl)-1-methylcyclohexan